C(CCCCCCCCC)(=O)N[C@@H](C)C(=O)O decanoyl-L-alanine